Cl.N1C[C@@H](CC1)NC(C)=O (R)-N-(pyrrolidine-3-yl)acetamide hydrochloride